(4R)-4-[3-Oxo-3-[3-[[4-(trifluoro-methylsulfonyl)phenyl]methoxy]azetidin-1-yl]propyl]oxazolidin O=C(CC[C@H]1NCOC1)N1CC(C1)OCC1=CC=C(C=C1)S(=O)(=O)C(F)(F)F